2-(2-chlorophenyl)-N-(methylcarbamoyl-thiocarbonyl)-2-(5-(trifluoromethyl)pyridazin-3-yl)acetamide ClC1=C(C=CC=C1)C(C(=O)NC(=S)C(NC)=O)C=1N=NC=C(C1)C(F)(F)F